C(CCCC#C)(=O)OC1C(C=2C(=CC3=C(CC2)C=C(C(=C3OC)OC)C(C)C)C=C1)(C)C 8-isopropyl-6,7-dimethoxy-1,1-dimethyl-2,10-dihydro-1H-dibenzo[a,d][7]annulen-2-yl hex-5-ynoate